2-[benzyloxycarbonyl]spiro[3.5]nonane-7-carboxylic acid C(C1=CC=CC=C1)OC(=O)C1CC2(C1)CCC(CC2)C(=O)O